O[C@@]1([C@@H](CC[C@H](C1)C)C(C)C)C(=O)NC(CCO)C1=CC(=CC=C1)O (1s,2s,5r)-1-hydroxy-N-[3-hydroxy-1-(3-hydroxyphenyl)propyl]-2-isopropyl-5-methyl-cyclohexanecarboxamide